piperidin-1-yl(7-(6-((2-(pyridin-3-yl)ethyl)amino)pyridin-3-yl)pyrazolo[1,5-a]pyridin-3-yl)methanone N1(CCCCC1)C(=O)C=1C=NN2C1C=CC=C2C=2C=NC(=CC2)NCCC=2C=NC=CC2